NN1C(NN=C1C)=S 4-amino-5-methyl-2H-1,2,4-triazole-3(4H)-thione